FC1(CC1)C(=O)O 2-cis-fluorocyclopropanecarboxylic acid